C(C)(C)(C)OC(=O)N1[C@@H](CN(CC1)C1=C(C(N(C2=NC(=C(C=C12)Cl)Cl)C=1C(=NC=NC1C(C)C)C(C)C)=O)C#N)C (R)-4-(6,7-dichloro-3-cyano-1-(4,6-diisopropylpyrimidin-5-yl)-2-oxo-1,2-dihydro-1,8-naphthyridin-4-yl)-2-methylpiperazine-1-carboxylic acid tert-butyl ester